C(C)OC(C(CC(=O)C=1OC=CC1)=O)=O 4-(furan-2-yl)-2,4-dioxobutanoic acid ethyl ester